C(C)(C)(C)C=1C=C(C(=NC1)OC)S(=O)(=O)N 5-tert-butyl-2-methoxy-pyridine-3-sulfonamide